(Z)-1,1,1,4,4,4-hexafluoro-2-methyl-2-butene FC(\C(=C/C(F)(F)F)\C)(F)F